1,3,5-tri-tert-butylbenzaldehyde C(C)(C)(C)C1(C=O)CC(=CC(=C1)C(C)(C)C)C(C)(C)C